2-CHLORO-5-(MORPHOLIN-4-YLSULFONYL)-1H-INDOLE-3-CARBALDEHYDE ClC=1NC2=CC=C(C=C2C1C=O)S(=O)(=O)N1CCOCC1